C(C)OC(CN1N=C(C=C1C(=O)OC)[N+](=O)[O-])=O methyl 1-(2-ethoxy-2-oxoethyl)-3-nitro-1H-pyrazole-5-carboxylate